S-(4-((2-(dimethylamino) ethyl) (methyl) amino) phenyl) O-ethyl dithiocarbonate C(SC1=CC=C(C=C1)N(C)CCN(C)C)(OCC)=S